ALPHA-KETOISOHEXANOATE O=C(C(=O)[O-])CC(C)C